OC1(CCCCC1)C=CC(=O)N(C1=CC=CC=C1)C 3-(1-hydroxycyclohexyl)-N-methyl-N-phenylacrylamide